1-[4-(cyanomethyl)-1-(3,3,3-trifluoropropanoyl)-4-piperidyl]-3-(cyclopropanecarbonylamino)pyrazole-4-carboxamide C(#N)CC1(CCN(CC1)C(CC(F)(F)F)=O)N1N=C(C(=C1)C(=O)N)NC(=O)C1CC1